2-(4-(2-(2-acetyl-5-chlorophenyl)-3-methoxy-6-oxopyridazine-1(6H)-yl)-3-phenylpropionamido)benzoic acid C(C)(=O)C1=C(C=C(C=C1)Cl)N1N(C(C=CC1OC)=O)C1=CC=C(C=C1)CCC(=O)NC1=C(C(=O)O)C=CC=C1